3,5-dichloro-4-[(2-cyclopropyl-6-quinolyl)oxy]aniline ClC=1C=C(N)C=C(C1OC=1C=C2C=CC(=NC2=CC1)C1CC1)Cl